C(C1=CC=CC=C1)(C1=CC=CC=C1)(C1=CC=CC=C1)C([C@@H]1[C@H]([C@@H]([C@@H]([C@@](O)(O1)OCCN=[N+]=[N-])OC(C1=CC=CC=C1)=O)O)OC(C1=CC=CC=C1)=O)O 6-Trityl-2,4-di-O-benzoyl-2-azidoethoxy-α-D-mannopyranose